2-((1R,2R)-2-aminocyclooctyl)-5-chloro-N-(thiophen-2-ylmethyl)thieno[3,2-b]pyridin-7-amine N[C@H]1[C@@H](CCCCCC1)C1=CC2=NC(=CC(=C2S1)NCC=1SC=CC1)Cl